ClC=1C=CC(=NC1C(F)(F)F)[C@H](NC(=O)N1CC(NCC1)=O)[C@@H]1CC[C@H](CC1)C(F)(F)F N-((R)-(5-chloro-6-(trifluoromethyl)pyridin-2-yl)(trans-4-(trifluoromethyl)cyclohexyl)methyl)-3-oxopiperazine-1-carboxamide